C(C)N1N=C(C=2C1=NC=CC2)S(=O)(=O)N 1-ethyl-1H-pyrazolo[3,4-b]pyridine-3-sulfonamide